N,N'-didecanoylethylenediamine diacetic acid C(C)(=O)O.C(C)(=O)O.C(CCCCCCCCC)(=O)NCCNC(CCCCCCCCC)=O